8-(4-chloro-3-fluoro-2-methylphenyl)-9-(4-((1-(3,3,3-trifluoropropyl)azetidin-3-ylidene)methyl)phenyl)-6,7-dihydro-5H-benzo[7]annulene-3-carboxylic acid ClC1=C(C(=C(C=C1)C=1CCCC2=C(C1C1=CC=C(C=C1)C=C1CN(C1)CCC(F)(F)F)C=CC(=C2)C(=O)O)C)F